C(C)(=O)O[C@H]([C@@H](CNC(C1=C(C=CC=C1)Cl)=O)OC(C)=O)[C@@H]1O[C@](C[C@@H]([C@H]1NC(COC(C)=O)=O)OC(C)=O)(SC1=CC=C(C=C1)C)C(=O)OC (1R,2R)-1-((2R,3R,4S,6R)-4-acetoxy-3-(2-acetoxyacetamido)-6-(methoxycarbonyl)-6-(p-tolylthio)tetrahydro-2H-pyran-2-yl)-3-(2-chlorobenzamido)propane-1,2-diyl diacetate